N-((5-chloro-6-((2-chlorothiophen-3-yl)methoxy)-1H-indol-2-yl)methyl)-1-methylcyclopropane-1-carboxamide ClC=1C=C2C=C(NC2=CC1OCC1=C(SC=C1)Cl)CNC(=O)C1(CC1)C